S=C1NC=NN1 5-thioxo-4,5-dihydro-1H-1,2,4-triazol